N-((3-(4-((1s,3s)-3-methyl-1-(4-methyl-4H-1,2,4-triazol-3-yl)cyclobutyl)pyridin-2-yl)-4-oxo-8-(trifluoromethyl)-3,4-dihydroquinazolin-6-yl)methyl)cyclobutanecarboxamide CC1CC(C1)(C1=NN=CN1C)C1=CC(=NC=C1)N1C=NC2=C(C=C(C=C2C1=O)CNC(=O)C1CCC1)C(F)(F)F